C(C1=CC=CC=C1)OC=1NC(NN1)=S 5-(benzyloxy)-2,4-dihydro-1,2,4-triazole-3-thione